7-[5-keto-3R-(tetrahydrofuran-2-yloxy)-cyclopent-1-enyl]-heptanoic acid 4-methoxybenzyl ester COC1=CC=C(COC(CCCCCCC2=C[C@@H](CC2=O)OC2OCCC2)=O)C=C1